(S)-3,3-difluorocyclopentane-1-carboxylic acid FC1(C[C@H](CC1)C(=O)O)F